3-[6-(Azepan-1-carbonyl)-1-(2,2,2-trifluoro-ethyl)-1H-pyrazolo[4,3-c]-pyridin-3-yl]-imidazo[1,2-a]pyridin N1(CCCCCC1)C(=O)C1=CC2=C(C=N1)C(=NN2CC(F)(F)F)C2=CN=C1N2C=CC=C1